CN1C(=O)N(C(=O)C(=C1)C1=C(C=CC=C1)Br)C 1,3-dimethyl-5-(2-bromophenyl)-uracil